NC1=C(C=C(CCN2[C@@H](O[C@@H](C2=O)C)C=2C(=NN(C2)C2=CC=C(C=C2)Br)C2=CC=C(C=C2)F)C=C1)F (2S,5R)-3-(4-amino-3-fluorophenethyl)-2-(1-(4-bromophenyl)-3-(4-Fluorophenyl)-1H-pyrazol-4-yl)-5-methyloxazolidin-4-one